(S)-1-methyl-3-((trimethylsilyl)oxy)-1H-indene-2-carbaldehyde C[C@@H]1C(=C(C2=CC=CC=C12)O[Si](C)(C)C)C=O